OCCNCC(=O)O N-(2-hydroxyethyl)-glycine